2-(difluoromethoxy)-N-[(1R,2S)-2-fluorocyclopropyl]-4-[6-(1-hydroxy-1-methyl-ethyl)pyrazolo[1,5-a]pyridin-3-yl]-6-methoxy-benzamide FC(OC1=C(C(=O)N[C@H]2[C@H](C2)F)C(=CC(=C1)C=1C=NN2C1C=CC(=C2)C(C)(C)O)OC)F